NC1=CC(=C(C=C1)C1=CC(=CC=C1)C(=O)N1CC(CC1)NC(OC(C)(C)C)=O)C#CC1=CC=C(C=C1)C(NCCN1CCCCC1)=O tert-butyl (1-(4'-amino-2'-((4-((2-(piperidin-1-yl)ethyl)carbamoyl)phenyl)ethynyl)-[1,1'-biphenyl]-3-carbonyl)pyrrolidin-3-yl)carbamate